(3-benzyloxy-4-bromo-5-methyl-phenyl) 4-methylbenzenesulfonate CC1=CC=C(C=C1)S(=O)(=O)OC1=CC(=C(C(=C1)C)Br)OCC1=CC=CC=C1